[C@H]12CN(C[C@H](CC1)N2)C2=C(N(C1=CC(=CC=C21)C2=CC=CC=C2)C2=CC=CC=C2)C(=O)N 3-((1r,5s)-3,8-diazabicyclo[3.2.1]octane-3-yl)-1,6-diphenyl-1H-indole-2-carboxamide